O1C(CC1)C1=NC=CC=N1 2-(oxetan-2-yl)pyrimidine